1-(8-bromo-6-methyl-4-oxo-chromen-2-yl)piperidine-4-carbonitrile BrC=1C=C(C=C2C(C=C(OC12)N1CCC(CC1)C#N)=O)C